1-ethyl-9-(4-fluorobenzyl)-pyrido[3,4-b]indole-3-carboxylic acid C(C)C1=NC(=CC2=C1N(C1=CC=CC=C21)CC2=CC=C(C=C2)F)C(=O)O